ClC(Cl)OC(C1=CC(=CC(=C1)C(F)(F)Cl)Cl)=O 3-chloro-5-(chlorodifluoromethyl)benzoic acid dichloromethyl ester